5-cyclopropyl-N4-((3R,6S)-6-methylpiperidin-3-yl)-N2-(1-(trifluoromethyl)-1H-pyrazol-4-yl)-7H-pyrrolo[2,3-d]pyrimidine-2,4-diamine C1(CC1)C1=CNC=2N=C(N=C(C21)N[C@H]2CN[C@H](CC2)C)NC=2C=NN(C2)C(F)(F)F